CC1=CC=CC=2N(C3=CC=CC(=C3C12)C)C1=C(C#N)C(=CC(=C1)C1=CC=NC=C1)N1C2=CC=CC(=C2C=2C(=CC=CC12)C)C 2,6-bis(4,5-dimethyl-9H-carbazol-9-yl)-4-(pyridin-4-yl)benzonitrile